C(C)(C)(C)P(C1=C(C=CC=C1)C1=C(C=CC=C1N(C)C)N(C)C)C1=CC=CC=C1 2-[2-[tert-butyl(phenyl)phosphanyl]phenyl]-1-N,1-N,3-N,3-N-tetramethylbenzene-1,3-diamine